C(C)(C)(C)OC(=O)N(C(OC(C)(C)C)=O)CCCCCCCCCCCOC1=CC=C(C=C1)CO tert-butyl N-tert-butoxycarbonyl-N-[11-[4-(hydroxymethyl)phenoxy]undecyl]carbamate